COC=1C=C2C=CC(=CC2=CC1)C=NC1=CC=C(C=C1)C N-[(6-methoxy-2-naphthyl)methylene]-4-methylaniline